6-(dodecylamino)-1,3,5-triazine-2,4-dithiol C(CCCCCCCCCCC)NC1=NC(=NC(=N1)S)S